3-hydroxy-6-(4-(4-(pyridin-2-yl)piperazin-1-yl)butyl)pyridinecarbaldehyde OC=1C(=NC(=CC1)CCCCN1CCN(CC1)C1=NC=CC=C1)C=O